N1=C(C=CC=C1)C(=O)O.C(C)[Zn]Br ethyl-bromo-zinc pyridinecarboxylate